NC1CCC(CC1)N1CC=NC=C1 N-((1r,4r)-4-aminocyclohexyl)pyrazine